O(S(=O)(=O)C(F)(F)F)C=1N=NC2=CC(=CC=C2C1)Cl 7-chlorocinnolin-3-yl triflate